(8-methyl-1,4-dioxaspiro[4.5]decan-8-yl)benzamide CC1(CCC2(OCCO2)CC1)C1=C(C(=O)N)C=CC=C1